C(C1=CC=CC=C1)OCC12C(C(C1)(C2)C2=NC=C(N=C2Cl)Cl)B2OC(C(O2)(C)C)(C)C 2-(3-((benzyloxy)methyl)-2-(4,4,5,5-tetramethyl-1,3,2-dioxaborolan-2-yl)bicyclo[1.1.1]pentan-1-yl)-3,5-dichloropyrazine